2-((1H-pyrrolo[2,3-b]pyridin-5-yl)oxy)-4-(2-oxo-7-azaspiro[3.5]nonan-7-yl)benzoic acid methyl ester COC(C1=C(C=C(C=C1)N1CCC2(CC(C2)=O)CC1)OC=1C=C2C(=NC1)NC=C2)=O